FC=1C=C(C=CC1OC1=C2C(=NC=C1)C=C(S2)C2=NC=C(C=C2)CN2CCC(CC2)O)NC(=O)C2=C1C(=CN(C2=O)C2=CC=C(C=C2)F)CCO1 N-(3-fluoro-4-((2-(5-((4-hydroxypiperidin-1-yl)methyl)pyridin-2-yl)thieno[3,2-b]pyridine-7-yl)oxy)phenyl)-5-(4-fluorophenyl)-6-oxo-2,3,5,6-tetrahydrofuro[3,2-c]pyridine-7-carboxamide